C(C)C1=CC=C(C=C1)C1C=CC1(Br)Br 3-(4-ethyl-phenyl)-4,4-dibromo-cyclobutene